CN1N=CC(=C1)NC1=NC=C(C=N1)CN1CCC2=CC=C(C=C12)C(=O)NC1=CC(=CC(=C1)C(F)(F)F)CN1CCN(CC1)C 1-((2-((1-methyl-1H-pyrazol-4-yl)amino)pyrimidin-5-yl)methyl)-N-(3-((4-methylpiperazin-1-yl)methyl)-5-(trifluoromethyl)phenyl)indoline-6-carboxamide